2-[3-(Aminomethyl)-3-methylsulfonyl-1-piperidyl]-N-(5-cyclopropyl-1H-pyrazol-3-yl)pyrimidin-4-amine NCC1(CN(CCC1)C1=NC=CC(=N1)NC1=NNC(=C1)C1CC1)S(=O)(=O)C